CC(C)(C)S(=O)N 2-methyl-propan-2-Sulfinamide